Cl.O1CCC(CC1)C1=CC=C(C=C1)C1=CC=C(S1)CN1C(NN=C1)=O 4-(5-[4-(tetrahydro-2H-pyran-4-yl)phenyl]thiophen-2-ylmethyl)-2,4-dihydro-3H-1,2,4-triazol-3-one hydrochloride